4-amino-N-ethyl-1-methyl-N-((5R)-2-(trifluoromethyl)-5,8-dihydro-6H-pyrano[3,4-b]pyridin-5-yl)-1H-pyrazolo[4,3-c]quinoline-8-carboxamide NC1=NC=2C=CC(=CC2C2=C1C=NN2C)C(=O)N([C@H]2COCC1=NC(=CC=C12)C(F)(F)F)CC